C(C)(C)(C)OC(=O)N1CCN(CC1)C=1C=C(C=CC1)B(O)O 3-(4-(tert-butoxycarbonyl)piperazin-1-yl)phenylboronic acid